(3ar,6as)-5-(4-phenoxyphenyl)-3,3a,4,6a-tetrahydrocyclopenta[c]pyrrole-2(1H)-carboxylic acid tert-butyl ester C(C)(C)(C)OC(=O)N1C[C@@H]2[C@H](C1)CC(=C2)C2=CC=C(C=C2)OC2=CC=CC=C2